O1CCN(CC1)CCOC(C(=C)C)=O 2-Morpholinoethylmethacrylat